C[C@H](CCCCCCCCCCCCC/C=C/C(=O)O)O The molecule is an (omega-1)-hydroxy fatty acid that is (2E)-octadec-2-enoic acid in which the 17-pro-R hydrogen is replaced by a hydroxy group. It is an (omega-1)-hydroxy fatty acid, a long-chain fatty acid, an alpha,beta-unsaturated monocarboxylic acid and a hydroxy monounsaturated fatty acid. It derives from a trans-octadec-2-enoic acid.